3-diethylamino-6-methyl-7-chlorofluoran CCN(CC)C1=CC2=C(C=C1)C3(C4=CC=CC=C4C(=O)O3)C5=C(O2)C=C(C(=C5)Cl)C